N1=CN=C2N=CNC2=C1N[C@@H]1[C@H]([C@@H]([C@H]([C@@H](O1)CO)NC(=O)C1(CCC1)N)O)O N-((2R,3R,4R,5S,6S)-6-((7H-purin-6-yl)amino)-4,5-dihydroxy-2-(hydroxymethyl)tetrahydro-2H-pyran-3-yl)-1-aminocyclobutane-1-carboxamide